(2S,4R)-1-[(2S)-2-(4-cyclopropyltriazol-1-yl)-3,3-dimethyl-butanoyl]-N-[1,1-dimethyl-3-(4-methylpiperazin-1-yl)propyl]-4-hydroxy-pyrrolidine-2-carboxamide C1(CC1)C=1N=NN(C1)[C@H](C(=O)N1[C@@H](C[C@H](C1)O)C(=O)NC(CCN1CCN(CC1)C)(C)C)C(C)(C)C